NC1C=CC(S(=O)(=O)C2C=CC(N)=CC=2)=CC=1 diaminodiphenylsulfone